OC(C(=O)O)CC1=CC(=C(C=C1)O)[N+](=O)[O-] 2-hydroxy-3-(4-hydroxy-3-nitrophenyl)propionic acid